ClC1=C(C=CC(=C1)N(CCC)CCC)C=1C(=C(C(=O)N)C=CC1)O (2-chloro-4-(dipropylamino)phenyl)-2-hydroxybenzamide